C(C1=CC=CC=C1)N1[C@@H](C[C@@H]1CO)[C@H](C(=O)NC(C)(C)C)O |&1:13| rac-(2R)-2-[(2S,4R)-1-benzyl-4-(hydroxymethyl)azetidin-2-yl]-N-t-butyl-2-hydroxyacetamide